C(C)(=O)C1=CC(=C2CN(C(C2=C1)=O)C1=CC(=CC=C1)[C@@H](CC1=NN=CN1C)C)C(F)(F)F (R)-6-acetyl-2-(3-(1-(4-methyl-4H-1,2,4-triazol-3-yl)propan-2-yl)phenyl)-4-(trifluoromethyl)isoindolin-1-one